C(C1=CC=CC=C1)OC1=NC=NC=N1 6-(benzyloxy)-1,3,5-triazine